FC1=CC=C(C=C1)C1=NOC(=C1COC1=NC=2CCN(CC2C=C1)C(=O)N1CCOCC1)C 2-{[3-(4-fluorophenyl)-5-methyl-1,2-oxazol-4-yl]methoxy}-6-(morpholine-4-carbonyl)-5,6,7,8-tetrahydro-1,6-naphthyridine